(4-tetradecylphenyl)(4-undecylphenyl)iodonium Aminopimelate NC(C(=O)[O-])CCCCC(=O)[O-].C(CCCCCCCCCCCCC)C1=CC=C(C=C1)[I+]C1=CC=C(C=C1)CCCCCCCCCCC.C(CCCCCCCCCCCCC)C1=CC=C(C=C1)[I+]C1=CC=C(C=C1)CCCCCCCCCCC